2,3,4,5,6,7-hexahydro-1H-pyrrolo[3,4-c]pyridin-1-one trifluoroacetate FC(C(=O)O)(F)F.C1(NCC=2CNCCC21)=O